CC1=CN=C(S1)C=1C=C(C(=O)N[C@H](C)C=2SC(=NN2)C(F)(F)F)C=C(C1)O[C@@H]1COCC1 3-(5-methyl-1,3-thiazol-2-yl)-5-[(3S)-tetrahydro-furan-3-yloxy]-N-{(1R)-1-[5-(trifluoromethyl)-1,3,4-thiadiazol-2-yl]ethyl}benzamide